4-((2-methoxyethyl)amino)-1H-pyrrolo[2,3-b]pyridine-3-carbonitrile COCCNC1=C2C(=NC=C1)NC=C2C#N